The molecule is a phosphatidylcholine 30:0 in which the acyl group specified at positions 1 and 2 is pentadecanoyl. It derives from a pentadecanoic acid. CCCCCCCCCCCCCCC(=O)OC[C@H](COP(=O)([O-])OCC[N+](C)(C)C)OC(=O)CCCCCCCCCCCCCC